(3S,7S)-3-(tert-Butoxycarbonylamino)-3-(hydroxymethyl)-7-methyl-4,7-dihydro-2H-azepine-1-carboxylic acid tert-butyl ester C(C)(C)(C)OC(=O)N1C[C@@](CC=C[C@@H]1C)(CO)NC(=O)OC(C)(C)C